spiro[4.4]-nonane-1,6-dione C1(CCCC12C(CCC2)=O)=O